NC1=C(C=CC(=C1)NCC1=CC=NC=C1)NC(CCCCCCCCC)=O N-(2-Amino-4-((pyridin-4-ylmethyl)amino)phenyl)decanamid